NC1=C(C(=O)NC=2SC(=CN2)F)C=CC=C1 amino-N-(5-fluorothiazol-2-yl)benzamide